N-(3-(1,1-difluoroethyl)phenyl)-6-(pyrimidin-5-ylmethyl)-4,5,6,7-tetrahydrothieno[2,3-c]pyridine-3-carboxamide FC(C)(F)C=1C=C(C=CC1)NC(=O)C1=CSC=2CN(CCC21)CC=2C=NC=NC2